ClC1=C(C(N(C2=NC(=CC=C12)C(F)(F)F)C1=CC=CC=C1)=O)C#N 4-chloro-2-oxo-1-phenyl-7-(trifluoromethyl)-1,2-Dihydro-1,8-naphthyridine-3-carbonitrile